(2,6-dichloropyridin-4-yl)methyl N-(tert-butoxycarbonyl)-O-isobutyl-L-homoserinate C(C)(C)(C)OC(=O)N[C@@H](CCOCC(C)C)C(=O)OCC1=CC(=NC(=C1)Cl)Cl